ethyl 3-[acetyl(methyl)amino]-6-cyano-pyridine-2-carboxylate C(C)(=O)N(C=1C(=NC(=CC1)C#N)C(=O)OCC)C